FC1=C(C=C(C(=C1)F)F)C(CCCOB([O-])[O-])(C1=C(C=C(C(=C1)F)F)F)C1=C(C=C(C(=C1)F)F)F tris(2,4,5-trifluorophenyl)butylborate